NC(O)=N Isourea